C(C)(=O)OCCN(C)C acetic acid, 2-(dimethylamino)ethyl ester